((2S,3R,6R)-2,6-Dimethyl-3-(((5-(trifluoromethyl)pyrazin-2-yl)amino)methyl)morpholino)(4-(5-fluoropyridin-2-yl)-1,5-dimethyl-1H-pyrazol-3-yl)methanone C[C@@H]1O[C@@H](CN([C@@H]1CNC1=NC=C(N=C1)C(F)(F)F)C(=O)C1=NN(C(=C1C1=NC=C(C=C1)F)C)C)C